ClC=1C=CC(=C(C1)C1=CC(=C(N=N1)N(CC1(C(OCC1)=O)C)C)NC1=CC(=NC=C1)NC(=O)C1CC(C1)N1CCN(CC1)C)F N-(4-{[6-(5-chloro-2-fluorophenyl)-3-{methyl[(3-methyl-2-oxo-oxolan-3-yl)methyl]amino}-pyridazin-4-yl]amino}pyridin-2-yl)-3-(4-methylpiperazin-1-yl)cyclobutane-1-carboxamide